2-(2-aminoethyl)-1,3-di-(tert-butoxycarbonyl)guanidine NCCN=C(NC(=O)OC(C)(C)C)NC(=O)OC(C)(C)C